5-(((5-(3,4,5-trimethoxyphenyl)-4H-1,2,4-triazole-3-yl)thio)methyl)-1,3,4-oxadiazole-2-thiol COC=1C=C(C=C(C1OC)OC)C=1NC(=NN1)SCC1=NN=C(O1)S